C(CC(C)C)OC(C=1C(O)=CC=CC1)=O Salicylic acid isoamyl ester